N[C@@H](CCSC)C(=O)N1[C@@H](CCC1)C(=O)O methionyl-proline